CC1=NN(C=2C1=NC=C(C2)O)C(F)(F)F 3-methyl-1-(trifluoromethyl)-1H-pyrazolo[4,3-b]pyridin-6-ol